3-(2-amino-6-(cyclohexylmethoxy)-7H-purin-8-yl)benzenesulfonamide NC1=NC(=C2NC(=NC2=N1)C=1C=C(C=CC1)S(=O)(=O)N)OCC1CCCCC1